tert-butyl 2,5-diazaspiro[3.4]octane-5-carboxylate C1NCC12N(CCC2)C(=O)OC(C)(C)C